CN(S(=O)(=O)C1=CC=C(C=C1)S(=O)(=O)NC1=C(C=CC=C1)N(C1CCC(CC1)C)C)C N1,N1-dimethyl-N4-(2-(methyl((1r,4r)-4-methylcyclohexyl)amino)phenyl)benzene-1,4-disulfonamide